CN1N=CC(=C1)C1=CC=C2C(=NC=NC2=C1)O 7-(1-methyl-1H-pyrazol-4-yl)quinazolin-4-ol